4-(2-bromo-3-(tetrahydro-2H-pyran-4-yl)-1H-indol-5-yl)piperidine-1-carboxylic acid tert-butyl ester C(C)(C)(C)OC(=O)N1CCC(CC1)C=1C=C2C(=C(NC2=CC1)Br)C1CCOCC1